C1(CCCCC1)COC=1C=C(C=CC1)C(CCNC)O 1-(3-(cyclohexylmethoxy)phenyl)-3-(methylamino)propan-1-ol